C(C1=CC=CC=C1)SC1=CC=C(C=C1)NC[C@H](CC1=CC=CC=C1)NC(OC(C)(C)C)=O (S)-tert-butyl 1-(4-(benzylthio)phenylamino)-3-phenylpropan-2-ylcarbamate